C(CCCCCCCCCCCCCCCCCCCC)(=O)O Heneicosanoic Acid